tert-butyl 4-((6-chloro-3-(phenylcarbamoyl)pyridazin-4-ylamino)methyl)piperidine-1-carboxylate ClC1=CC(=C(N=N1)C(NC1=CC=CC=C1)=O)NCC1CCN(CC1)C(=O)OC(C)(C)C